(5-cyclopropyl-6-(4-fluoro-2-hydroxyphenyl)pyridazin-3-yl)-2-(methylamino)acetamide C1(CC1)C=1C=C(N=NC1C1=C(C=C(C=C1)F)O)C(C(=O)N)NC